7-[(2R,4aR,5R,7aR)-2-(1,1-difluoropentyl)-octahydro-2-hydroxy-6-keto-cyclopenta[b]pyran-5-yl]heptanoic acid FC(CCCC)(F)[C@]1(CC[C@H]2[C@H](O1)CC([C@@H]2CCCCCCC(=O)O)=O)O